CC1=CC=C(C=C1)[I+]C1=CC=C(C=C1)C(C)C (4-methylphenyl)(4-isopropylphenyl)iodonium